OC1=C(C(=CC(=C1)C)C)C1=CC=C2C=CC(=NC2=N1)[C@H]1CN(CCO1)C(=O)OC(C)(C)C |o1:19| tertbutyl rel-(2R)-2-[7-(2-hydroxy-4,6-dimethyl-phenyl)-1,8-naphthyridin-2-yl]morpholine-4-carboxylate